3-formylcaproic acid ethyl ester C(C)OC(CC(CCC)C=O)=O